2-(4-(4,6-difluoro-1H-indole-2-carbonyl)piperazin-1-yl)-N-(2-ethyl-4-hydroxybutyl)-2-oxoacetamide FC1=C2C=C(NC2=CC(=C1)F)C(=O)N1CCN(CC1)C(C(=O)NCC(CCO)CC)=O